2-([1,1'-biphenyl]-4-yl)-4-chloro-6-(phenanthren-1-yl)-1,3,5-triazine C1(=CC=C(C=C1)C1=NC(=NC(=N1)Cl)C1=CC=CC=2C3=CC=CC=C3C=CC12)C1=CC=CC=C1